Cl.OC=1C(=C(C(=CC1)C)NC(=O)C1=CN=C(S1)NC1=NC(=CC=C1C)NC(C(C)(C)O)=O)C N-(3-hydroxy-2,6-dimethylphenyl)-2-((6-(2-hydroxy-2-methylpropanamido)-3-methylpyridin-2-yl)amino)thiazole-5-carboxamide hydrochloride